ethyl (4aS,7aR)-1-benzyl-3-fluoro-2-oxooctahydro-4aH-cyclopenta[b]pyridine-4a-carboxylate C(C1=CC=CC=C1)N1[C@H]2[C@@](CC(C1=O)F)(CCC2)C(=O)OCC